C(C)(C)(C)OC(=O)NC1=CC=C(C=C1)C(C1=CC=CC=N1)O 6-((4-((tert-butoxycarbonyl)amino)phenyl)(hydroxy)methyl)pyridine